C(N)(OC1=C(C(=CC=C1)OC(F)(F)F)C1CN(C1)C1=CC(=C(C(=C1)F)C1C(NC(CC1)=O)=O)F)=O 1-(4-(2,6-dioxopiperidin-3-yl)-3,5-difluorophenyl)azetidin-3-yl(3-(trifluoromethoxy)phenyl) carbamate